C(C1=CC=CC=C1)OC1=CC(=NC(=C1)C)OC 4-(benzyloxy)-2-methoxy-6-methylpyridine